NC(CNC(CC)O)C (2-aminopropylamino)propanol